4-((2-(2-isopropylphenyl)-8-oxo-7,8-dihydro-9H-purin-9-yl)methyl)-N-methyl-N-(tetrahydro-2H-pyran-4-yl)benzamide C(C)(C)C1=C(C=CC=C1)C1=NC=C2NC(N(C2=N1)CC1=CC=C(C(=O)N(C2CCOCC2)C)C=C1)=O